FC1=C(C=CC(=C1)F)C1=C(CCC(N1)=O)N1N=CC(=C1)C 6-(2,4-difluorophenyl)-5-(4-methyl-1H-pyrazol-1-yl)-3,4-dihydropyridin-2(1H)-one